2-methoxy-3-(1-methyl-propyl)pyrazine tert-butyl-4-(2-(4-(morpholinomethyl)phenylamino)thieno[3,2-d]pyrimidin-7-yl)-1H-pyrazole-1-carboxylate C(C)(C)(C)OC(=O)N1N=CC(=C1)C1=CSC2=C1N=C(N=C2)NC2=CC=C(C=C2)CN2CCOCC2.COC2=NC=CN=C2C(CC)C